BrCC=1C=C(C(=O)NCC(C(=O)OC)CNC(C2=CC(=NC(=C2)CBr)CBr)=O)C=C(N1)CBr Methyl 3-(2,6-bis(bromomethyl)isonicotinamido)-2-((2,6-bis(bromomethyl)isonicotinamido)-methyl)propanoate